Cl.COC1=CC=C(C=C1)C1=NC(=NO1)C1=CC=C(C2=CC=CC=C12)CN1CC(C1)C(=O)O ((4-(5-(4-methoxyphenyl)-1,2,4-oxadiazol-3-yl)naphthalen-1-yl)methyl)azetidine-3-carboxylic acid hydrochloride